C1(CC1)C=1C=CC=2N(C1)C=C(N2)CNC2=CC(=NC=C2)NC(=O)[C@@H]2[C@H](C2)C2=NC=CC(=N2)C |r| rac-(1S*,2S*)-N-(4-(((6-cyclopropylimidazo[1,2-a]pyridin-2-yl)methyl)amino)pyridin-2-yl)-2-(4-methylpyrimidin-2-yl)cyclopropane-1-carboxamide